N=1C=C(N2C1C=NC=C2)CN2CCC1=CC=C(C=C21)C(=O)NC2=CC(=C(C=C2)OC)C(F)(F)F 1-(imidazo[1,2-a]pyrazin-3-ylmethyl)-N-(4-methoxy-3-(trifluoromethyl)phenyl)indoline-6-carboxamide